N-(6-Bromobenzo[d]isoxazol-3-yl)-N-(2,4-dimethoxybenzyl)-5-ethyl-2-methoxybenzenesulfonamide BrC1=CC2=C(C(=NO2)N(S(=O)(=O)C2=C(C=CC(=C2)CC)OC)CC2=C(C=C(C=C2)OC)OC)C=C1